COC1=CC=C(CN(S(=O)(=O)C2=C(C=CC(=C2C2=NN=NN2CC2=CC=C(C=C2)OC)I)S(=O)(=O)CCNC(OC(C)(C)C)=O)CC2=CC=C(C=C2)OC)C=C1 tert-butyl (2-((2-(N,N-bis(4-methoxybenzyl)sulfamoyl)-4-iodo-3-(1-(4-methoxybenzyl)-1H-tetrazol-5-yl)phenyl)sulfonyl)ethyl)carbamate